NC1=NC=2C=CC(=CC2C2=C1C=NN2C)C(=O)N(N(C)C(C2=CC=NC=C2)=O)CC2=NC=C(C=C2)C(F)(F)F 4-amino-N'-isonicotinoyl-N',1-dimethyl-N-((5-(trifluoromethyl)pyridin-2-yl)methyl)-1H-pyrazolo[4,3-c]quinoline-8-carbohydrazide